(S)-6-(3,5-dimethylisoxazol-4-yl)-4-nitro-1-(1-phenylethyl)-1H-benzo[d]imidazol-2(3H)-one CC1=NOC(=C1C=1C=C(C2=C(N(C(N2)=O)[C@@H](C)C2=CC=CC=C2)C1)[N+](=O)[O-])C